3-(4-amino-5-(6-methoxybenzothiophen-2-yl)-7H-pyrrolo[2,3-d]pyrimidin-7-yl)azetidine-1-carboxylic acid tert-butyl ester C(C)(C)(C)OC(=O)N1CC(C1)N1C=C(C2=C1N=CN=C2N)C=2SC1=C(C2)C=CC(=C1)OC